ClC1=NC(=C2C(=N1)N(N=C2)[C@H]2[C@@H]([C@@H]([C@H](O2)COCP(O)(O)=O)O)O)NCC(C)C ((((2R,3S,4R,5R)-5-(6-chloro-4-(isobutylamino)-1H-pyrazolo[3,4-d]pyrimidin-1-yl)-3,4-dihydroxytetrahydrofuran-2-yl)methoxy)methyl)phosphonic acid